2-((trans-4-(trifluoromethyl)cyclohexanecarbonyl)hydrazino)nicotinic acid FC([C@@H]1CC[C@H](CC1)C(=O)NNC1=C(C(=O)O)C=CC=N1)(F)F